C(C1=CC=CC=C1)N1C[C@](NCC1)(C)CC (S)-1-benzyl-3-ethyl-3-methylpiperazine